N6-(2-ethylhexyl)-1,3,5-triazine-2,4,6-triamine C(C)C(CNC1=NC(=NC(=N1)N)N)CCCC